2-(dimethyl-amino)pyrimidin-5-ylboronic acid CN(C1=NC=C(C=N1)B(O)O)C